IC1=NN(C2=CC=C(C=C12)C=1CCN(CC1)C(=O)OC(C)(C)C)C tert-butyl 4-(3-iodo-1-methyl-1H-indazol-5-yl)-3,6-dihydropyridine-1(2H)-carboxylate